6-(2,4-difluorophenyl)-4-(2,5-dihydro-1H-pyrrol-3-yl)isoindolin-1-one FC1=C(C=CC(=C1)F)C1=CC(=C2CNC(C2=C1)=O)C=1CNCC1